C(=O)C=1N=CC(=NC1)N1CCN(CC1)CC(=O)OCC ethyl [4-(5-formylpyrazin-2-yl)piperazin-1-yl]acetate